N-(4-((R)-3-((S)-2-(3-chlorophenyl)morpholino)-2-hydroxypropoxy)phenyl)-N-methylmethanesulfonamide ClC=1C=C(C=CC1)[C@@H]1OCCN(C1)C[C@H](COC1=CC=C(C=C1)N(S(=O)(=O)C)C)O